C(#N)C1=CC=2N(C=C1NC(=O)C1=CC=C(C3=CN(N=C13)C)N1CCNCC1)C=C(N2)C N-{7-cyano-2-methylimidazo[1,2-a]pyridin-6-yl}-2-methyl-4-(piperazin-1-yl)indazole-7-carboxamide